N-(6-(6-(5-fluoro-2-((tetrahydro-2H-pyran-4-yl)oxy)benzyl)-5-oxo-5,6,7,8-tetrahydro-1,6-naphthyridin-3-yl)imidazo[1,2-b]Pyridazin-2-yl)acetamide FC=1C=CC(=C(CN2C(C=3C=C(C=NC3CC2)C=2C=CC=3N(N2)C=C(N3)NC(C)=O)=O)C1)OC1CCOCC1